C(C)(=O)[C@](N)(CCCCNC(=O)OCC[Si](C)(C)C)C(=O)N[C@@H](C)C(=O)N[C@@H](C)C(=O)N[C@@H](CC(N)=O)C(=O)O 2-Acetyl-N6-{[2-(trimethylsilyl)ethoxy]carbonyl}-L-lysyl-L-alanyl-L-alanyl-L-asparagine